2-bromo-4-methyl-3,5,6-trifluorobenzyl (1R)-trans-3-(2,2-dichloro-1-ethenyl)-2,2-dimethylcyclopropanecarboxylate ClC(=C[C@H]1C([C@@H]1C(=O)OCC1=C(C(=C(C(=C1F)F)C)F)Br)(C)C)Cl